zinc 4,5-dimethyl-1,3-dioxolane CC1OCOC1C.[Zn]